1,5-dibromo-2,4-difluoronaphthalene BrC1=C(C=C(C2=C(C=CC=C12)Br)F)F